2-(3,5-dichlorophenyl)-1,3-oxazole-5-carboxamide ClC=1C=C(C=C(C1)Cl)C=1OC(=CN1)C(=O)N